(±)-trans-4-phenyl-N-[4-(pyrid-3-ylamino)phenyl]pyrrolidine-3-carboxamide dihydrochloride Cl.Cl.C1(=CC=CC=C1)[C@H]1[C@@H](CNC1)C(=O)NC1=CC=C(C=C1)NC=1C=NC=CC1 |r|